ClC=1C=C(C=C(C1)NS(=O)(=O)C)C1=C(SC(=C1C1=CC=CC=C1)CO)C(=O)N (3-chloro-5-(methylsulfonylamino)phenyl)-5-(hydroxymethyl)-4-phenylthiophene-2-carboxamide